(3S,4R)-3-fluoro-1-(4-((8-isopropyl-5-(methylamino)pyrido[4,3-d]pyrimidin-2-yl)amino)pyridin-2-yl)piperidin-4-ol F[C@H]1CN(CC[C@H]1O)C1=NC=CC(=C1)NC=1N=CC2=C(N1)C(=CN=C2NC)C(C)C